CC1NCCC2=CC(=CC=C12)C(F)(F)F 1-Methyl-6-(trifluoromethyl)-1,2,3,4-tetrahydroisoquinoline